C(C)(C)(C)OC(NCCCNC(=O)OC(C)(C)C)=O N-[3-(tert-butoxycarbonylamino)propyl]carbamic acid tert-butyl ester